ClC=1C(=CC(=C(C1)N(C(=O)[C@H]1N(C(C2=CC=CC=C12)=O)C1=NC(=CC(=C1)C(F)(F)F)C)C)F)F (S)-N-(5-chloro-2,4-difluorophenyl)-N-methyl-2-(6-methyl-4-(trifluoromethyl)pyridin-2-yl)-3-oxoisoindoline-1-carboxamide